ClC1=NC(=C(C(=N1)N([C@H](C(=O)O)C(C)(C)C)C)[N+](=O)[O-])C.OCC1CCC(CC1)CO 1,4-bishydroxymethyl-cyclohexane (S)-2-((2-chloro-6-methyl-5-nitropyrimidin-4-yl)(methyl)amino)-3,3-dimethylbutyrate